Serine glyoxylate C(C=O)(=O)OC[C@H](N)C(=O)O